[N+](=O)([O-])C=1C=C(OCCN2CCOCC2)C=C(C1)OC(F)(F)F 4-(2-(3-nitro-5-(trifluoromethoxy)phenoxy)ethyl)morpholine